C(C)C=1C(NC=2C=C(C=NC2C1)CN1CCC(=CC1)C=1CN(C=CC1)C)=O 1'-((7-ethyl-6-oxo-5,6-dihydro-1,5-naphthyridin-3-yl)methyl)-N-methyl-1',2',3',6'-tetrahydro-[3,4'-bipyridine]